3-{2-[(2S)-1,4-dioxan-2-yl]ethoxy}phenylalanine methyl ester COC([C@@H](N)CC1=CC(=CC=C1)OCC[C@@H]1OCCOC1)=O